9-chloro-6-((4,6-dimethyl-2-oxo-1,2-dihydropyridin-3-yl)methyl)-2,4-dimethyl-2-(1-methyl-1H-indol-5-yl)-7,8-dihydro-[1,3]dioxolo[4,5-g]isoquinolin-5(6H)-one ClC=1C=2CCN(C(C2C(=C2C1OC(O2)(C=2C=C1C=CN(C1=CC2)C)C)C)=O)CC=2C(NC(=CC2C)C)=O